CC(=C)CCCCCCCCCC=C 2-methyl-1,12-tridecadiene